2-(3-Diethylaminopropylamino)-N-pyridin-ylnicotinamide C(C)N(CCCNC1=C(C(=O)NC2=NC=CC=C2)C=CC=N1)CC